NC=1C=C(CC2=NC3=C(N2CCOC)C=C(C=C3)C(=O)OC)C=CC1C1=NC(=CC=C1)OCC1=C(C=C(C=C1)C#N)F Methyl 2-(3-amino-4-(6-((4-cyano-2-fluorobenzyl)oxy)pyridin-2-yl)benzyl)-1-(2-methoxyethyl)-1H-benzo[d]imidazole-6-carboxylate